N,N-bis(phosphonomethyl)glycine zirconium phosphonate P([O-])([O-])=O.[Zr+4].P(=O)(O)(O)CN(CC(=O)O)CP(=O)(O)O.P([O-])([O-])=O